N1C(=NCC1)CN1C=2C=CC(=CC2C=2C=C3C(=C(C12)C)C=CN=C3)OC 6-((4,5-dihydro-1H-imidazol-2-yl)methyl)-9-methoxy-5-methyl-6H-pyrido[4,3-b]carbazole